FC1=CC(=C(C=C1)C=1C(=NC(=CC1)OS(=O)(=O)C(F)(F)F)C1=NN2C(CN(CC2)C(=O)OC(C)(C)C)=C1)OCCOC tert-butyl 2-[3-[4-fluoro-2-(2-methoxyethoxy) phenyl]-6-(trifluoromethylsulfonyloxy)-2-pyridinyl]-6,7-dihydro-4H-pyrazolo[1,5-a]pyrazine-5-carboxylate